C(C=C)N1N(C2=NC(=NC=C2C1=O)NC=1C=C2C=NN(C2=CC1)C)C1=NC(=CC=C1)O[C@@H]1C[C@H](NCC1)C 2-allyl-6-((1-methyl-1H-indazol-5-yl)amino)-1-(6-(((2R,4S)-2-methylpiperidin-4-yl)oxy)pyridin-2-yl)-1,2-dihydro-3H-pyrazolo[3,4-d]pyrimidin-3-one